CN(C)CCC[Si](OC)(OC)OC N,N-dimethylaminopropyl-trimethoxysilane